tert-butyl 6-(hydroxycarbamoyl)-2-azaspiro[3.3]heptane-2-carboxylate ONC(=O)C1CC2(CN(C2)C(=O)OC(C)(C)C)C1